propyl-bis(trimethylsiloxy)-methylsilane C(CC)[Si](C)(O[Si](C)(C)C)O[Si](C)(C)C